propyl-2-((2r,5s)-4-(6-cyano-1-methyl-2-oxo-1,2-dihydropyrido[3,2-d]pyrimidin-4-yl)-2,5-dimethylpiperazin-1-yl)-2-(4-methoxyphenyl)acetic acid C(CC)C(C(=O)O)(C1=CC=C(C=C1)OC)N1[C@@H](CN([C@H](C1)C)C=1C2=C(N(C(N1)=O)C)C=CC(=N2)C#N)C